4,4'-(1-(3,5-di(methoxymethyl)phenyl)ethane-1,1-diyl)bis(2,6-di(methoxymethyl)phenol) COCC=1C=C(C=C(C1)COC)C(C)(C1=CC(=C(C(=C1)COC)O)COC)C1=CC(=C(C(=C1)COC)O)COC